N1(CCC1)S(=O)(=O)C1=CC=C(C=C1)C1=CC=C(C=C1)C=1CCN(CC1)CCC(C(=O)NO)(S(=O)(=O)C)C 4-(4-(4'-(azetidin-1-ylsulfonyl)-[1,1'-biphenyl]-4-yl)-3,6-dihydropyridin-1(2H)-yl)-N-hydroxy-2-methyl-2-(methylsulfonyl)butanamide